C(C)(C)(C)NS(=O)(=O)C1=C(C=C(C=C1)CC(C)C)C1=CC=C(C=C1)CN1C(=NC=C1)C(C)(C)C N-tert-butyl-2-[4-[(2-tert-butylimidazol-1-yl)methyl]phenyl]-4-isobutyl-benzenesulfonamide